FC1(CC(C(NC1)=O)CC=1C=CC=2N(N1)C=C(N2)[C@@H](NC(=O)C2=CC=NN2CC)C2CCC(CC2)C)F N-((1S)-(6-((5,5-difluoro-2-oxopiperidin-3-yl)methyl)imidazo[1,2-b]pyridazin-2-yl)((1r,4S)-4-methylcyclohexyl)methyl)-1-ethyl-1H-pyrazole-5-carboxamide